3-[4-[1-[4-[(3R,5R)-5-[(5-bromo-1-methyl-6-oxo-pyridazin-4-yl)amino]-1-methyl-3-piperidyl]benzoyl]-4-piperidyl]phenyl]piperidine-2,6-dione BrC1=C(C=NN(C1=O)C)N[C@@H]1C[C@@H](CN(C1)C)C1=CC=C(C(=O)N2CCC(CC2)C2=CC=C(C=C2)C2C(NC(CC2)=O)=O)C=C1